Ethyl ({3-[(4-fluorophenyl)amino]pyridin-4-yl}carbamoyl)formate FC1=CC=C(C=C1)NC=1C=NC=CC1NC(=O)C(=O)OCC